5-(4-((3-Ethyl-2-oxo-1,2,3,4-tetrahydroquinazolin-7-yl)methyl)piperazin-1-yl)-N-methylpicolinamide C(C)N1C(NC2=CC(=CC=C2C1)CN1CCN(CC1)C=1C=CC(=NC1)C(=O)NC)=O